2-(Chloromethyl)-6-(3-(difluoromethyl)-4-fluorophenyl)pyrazine ClCC1=NC(=CN=C1)C1=CC(=C(C=C1)F)C(F)F